C(C)(C)(C)C1=CC=C(CNC(=S)NCC2=CC(=C(C=C2)NS(=O)(=O)C)F)C=C1 N-(4-tert-butylbenzyl)-N'-[3-fluoro-4-(methylsulfonylamino)benzyl]thiourea